CNC1=CC=C2C(=N1)C=CS2 N-methylthieno[3,2-b]pyridin-5-amine